C(C=C)OCC(C(=O)OCCOCC)=C ethoxyethyl α-allyloxymethylacrylate